FC=1C=CC=C2C3=C(NC12)C(=NC(=C3)C(=O)O)C3=CC=C(C=C3)N(S(=O)(=O)C3=CC=CC=C3)C 8-fluoro-1-(4-(N-methylphenylsulfonamido)phenyl)-9H-pyrido[3,4-b]indole-3-carboxylic acid